CS(=O)(=O)C1=COC2=C1C=C(C=C2)C(=O)NCC2=NC=C1C=CC(=NC1=C2)C2=NC(=CC=C2)N2CC(C2)C2COC2 3-(Methylsulfonyl)-N-((2-(6-(3-(oxetan-3-yl)azetidin-1-yl)pyridin-2-yl)-1,6-naphthyridin-7-yl)methyl)benzofuran-5-carboxamide